CN1N=C(C=C1C)NC1=NC=C(C(=N1)C1=CNC2=C(C=CC=C12)N1C(C2=C(C=CC=C2C1)[N+](=O)[O-])=O)C 2-(3-(2-((1,5-dimethyl-1H-pyrazol-3-yl)amino)-5-methylpyrimidin-4-yl)-1H-indol-7-yl)-7-nitroisoindolin-1-one